2-((3-bromo-1-methyl-1H-pyrazol-4-yl)methyl)-6-(trifluoromethyl)imidazo[1,2-a]pyrazine BrC1=NN(C=C1CC=1N=C2N(C=C(N=C2)C(F)(F)F)C1)C